(5S)-5-[[[6-[2-Chloro-3-[3-chloro-2-[3-[[2-hydroxyethyl(methyl)amino]methyl]-1-methyl-indol-6-yl]-4-pyridyl]phenyl]-2-methoxy-3-pyridyl]methylamino]methyl]pyrrolidin-2-one ClC1=C(C=CC=C1C1=C(C(=NC=C1)C1=CC=C2C(=CN(C2=C1)C)CN(C)CCO)Cl)C1=CC=C(C(=N1)OC)CNC[C@@H]1CCC(N1)=O